ClC1=C(C(=CC=C1Cl)F)C1(CN(C1)C(=O)OC(C)(C)C)NC1=CC=C2C3(C(N(C2=C1)C)=O)CC3 tert-butyl 3-(2,3-dichloro-6-fluorophenyl)-3-((r-methyl-2'-oxospiro[cyclopropane-1,3'-indolin]-6'-yl)amino)azetidine-1-carboxylate